3-(5-((4-(2-methyl-5,6,7,8-tetrahydrobenzo[4,5]thieno[2,3-d]pyrimidin-4-yl)piperidin-1-yl)methyl)-1-oxoisoindolin-2-yl)piperidine-2,6-dione CC=1N=C(C2=C(N1)SC1=C2CCCC1)C1CCN(CC1)CC=1C=C2CN(C(C2=CC1)=O)C1C(NC(CC1)=O)=O